C(C)(C)OC1=CC=2OC=3C=C4C(=C(C3C(C2C(=C1OC)CC=C(C)C)=O)OC/C=C/C(=O)O)C=CC(O4)(C)C (E)-4-((9-Isopropoxy-8-methoxy-2,2-dimethyl-7-(3-methylbut-2-en-1-yl)-6-oxo-2H,6H-pyrano[3,2-b]xanthen-5-yl)oxy)but-2-enoic acid